(2E)-4-(tert-butylamino)-1-[2-(4-chlorophenyl)-3-(pyridin-4-yl)-6,7-dihydropyrazolo[1,5-a]pyrazin-5(4H)-yl]but-2-en-1-one C(C)(C)(C)NC/C=C/C(=O)N1CC=2N(CC1)N=C(C2C2=CC=NC=C2)C2=CC=C(C=C2)Cl